3'-((tert-butoxycarbonyl)(pyrimidin-2-yl)amino)-[1,1'-biphenyl]-2-carboxylic acid methyl ester COC(=O)C=1C(=CC=CC1)C1=CC(=CC=C1)N(C1=NC=CC=N1)C(=O)OC(C)(C)C